ammonium ethoxyphenol C(C)OC1=C(C=CC=C1)O.[NH4+]